tertbutyl 3',3'-difluoro-6-oxo-6,8-dihydro-2H-spiro[benzo[2,1-b:3,4-c']difuran-3,4'-piperidine]-1'-carboxylate FC1(CN(CCC12C1=C(OC2)C=2COC(C2C=C1)=O)C(=O)OC(C)(C)C)F